bis(trimethylolpropane) tetrakis(2-mercaptoacetate) SCC(=O)O.SCC(=O)O.SCC(=O)O.SCC(=O)O.C(O)C(CC)(CO)CO.C(O)C(CC)(CO)CO